C(#N)C1=CC=C(C=C1)C=CC1=CC(=CC=C1)C(F)(F)F 2-(4-cyanophenyl)-1-[3-trifluoromethylphenyl]Ethylene